C(C)(C)(C)O[SiH2]O mono(tert-butoxy)silanol